OC1=C(C=C(C=C1C)C(C1=CC(=C(C=C1)O)O)C1=CC(=C(C(=C1)C)O)C)C Bis(4-hydroxy-3,5-dimethylphenyl)-3,4-dihydroxyphenylmethane